oxazolidine-4-carboxylic acid O1CNC(C1)C(=O)O